(1R,2S)-5'-methoxy-2-{3-[(4-methoxy-1-methyl-1H-pyrazol-5-yl)amino]-1H-indazol-6-yl}spiro[cyclopropan-1,3'-indol]-2'(1'H)-one COC=1C=C2[C@]3(C(NC2=CC1)=O)[C@@H](C3)C3=CC=C1C(=NNC1=C3)NC3=C(C=NN3C)OC